ClC1=CC=NC=2CCCC(C12)=O 4-chloro-7,8-dihydroquinolin-5(6H)-one